5-(1-methylcyclooctyloxycarbonyl)-bicyclo[2.2.1]Hept-2-ene CC1(CCCCCCC1)OC(=O)C1C2C=CC(C1)C2